ClCC=1C=CC(=NC1F)NC1C(NC(CC1)=O)=O 3-((5-(Chloromethyl)-6-fluoropyridin-2-yl)amino)piperidine-2,6-dione